cyanocrotonic acid C/C=C(\C#N)/C(=O)O